FC=1C=C(SC1C(NC=1N=CC=2N(C1)C=C(N2)C)=O)N2CC(N(CC2)C(=O)[O-])C 4-[4-fluoro-5-([2-methylimidazo[1,2-a]pyrazin-6-yl]carbamoyl)thiophen-2-yl]-2-methylpiperazine-1-carboxylate